2-(Pyridin-3-yl)Thieno[3,2-d]Pyrimidin-4(3H)-One N1=CC(=CC=C1)C=1NC(C2=C(N1)C=CS2)=O